FC1(CN(CC[C@@H]1N1CCC2(CNC2)CC1)CC1=C2CCN(C2=CC=C1)C=1C=C(C=2N(N1)C(=CN2)C(=O)N[C@H]2[C@@H](CC2)OC)NC)F 6-(4-(((S)-3,3-difluoro-4-(2,7-diazaspiro[3.5]nonan-7-yl)piperidin-1-yl)methyl)indolin-1-yl)-N-((1R,2R)-2-methoxycyclobutyl)-8-(methylamino)imidazo[1,2-b]pyridazine-3-carboxamide